[Cl-].O water chloride salt